N1=CC=CC2=CC=C3C(=C12)C1=C(S3)C=CC=C1 benzo[4,5]thieno[2,3-h]quinolin